O1CCC(=CC1)C1=CC=C(C=C1)NC([C@H](C1CCC(CC1)C)NC(OC(C)(C)C)=O)=O tert-butyl ((S)-2-((4-(3,6-dihydro-2H-pyran-4-yl)phenyl)amino)-1-((1r,4S)-4-methylcyclohexyl)-2-oxoethyl)carbamate